3-formyl-4-(1H-pyrazol-1-yl)pyrrolidine-1-carboxylic acid tert-butyl ester C(C)(C)(C)OC(=O)N1CC(C(C1)N1N=CC=C1)C=O